CN1C(N(C2=NC(=NC=C12)NC=1C=NC(=CC1C)N1N=CC=C1)C1(CCOCC1)C#N)=O 4-(7-Methyl-2-((4-methyl-6-(1H-pyrazol-1-yl)pyridin-3-yl)amino)-8-oxo-7,8-Dihydro-9H-purin-9-yl)tetrahydro-2H-pyran-4-carbonitrile